α-methylproline C[C@@]1(NCCC1)C(=O)O